C(C1=CC=CC=C1)ON1C(C=CC=C1CBr)=O 1-(benzyloxy)-6-(bromomethyl)pyridine-2-one